ClC1=NC(=CC(=C1)CN1C[C@H](CCC1)C)Cl (S)-2,6-Dichloro-4-((3-methylpiperidin-1-yl)methyl)pyridine